ethyl 4-((1-(tetrahydro-2H-pyran-2-yl)-1H-indazol-4-yl)oxy)butanoate O1C(CCCC1)N1N=CC2=C(C=CC=C12)OCCCC(=O)OCC